NC[C@H](O)C1=CC=C(C=N1)NC(=O)C1OC(C(C1)C)(C(F)(F)F)C N-(6-((S)-2-amino-1-hydroxyethyl)pyridin-3-yl)-4,5-dimethyl-5-(trifluoromethyl)tetrahydrofuran-2-carboxamide